C(CC=C)C1OC=2C=C(C=CC2C=2N=C(SC21)NC(=O)C=2C(=NC=NC2OC)OC)C(F)(F)F N-(4-(but-3-en-1-yl)-7-(trifluoromethyl)-4H-chromeno[4,3-d]thiazol-2-yl)-4,6-dimethoxypyrimidine-5-carboxamide